FC1=C(CN2C(C3(CC2)CCN(CC3)C3=CC(=NC=N3)C#N)=O)C=C(C=C1)F 6-(2-(2,5-difluorobenzyl)-1-oxo-2,8-diazaspiro[4.5]decan-8-yl)pyrimidine-4-carbonitrile